diethylethanolamine CCN(CC)CCO